N1=CN=CC=2CC3(CCC12)CC3 7',8'-dihydro-5'H-spiro[cyclopropane-1,6'-quinazoline]